6-methyl-4-[1-methyl-3-(2-methyl-4-pyridinyl)pyrazol-4-yl]-1H-pyrazolo[3,4-b]pyridine CC1=CC(=C2C(=N1)NN=C2)C=2C(=NN(C2)C)C2=CC(=NC=C2)C